C(CCCCCCC\C=C/C\C=C/C\C=C/CC)(=O)C(C(O)(C(CCCCCCC\C=C/C\C=C/C\C=C/CC)=O)C(CCCCCCC\C=C/C\C=C/C\C=C/CC)=O)(O)CO tri(α-linolenoyl)glycerol